[Mg].ClC=1C(=CC(=C(C1)N1CC(CC1)O)F)OCC1=CC=C(C=C1)F 1-(5-chloro-4-((4-fluorobenzyl)oxy)-2-fluorophenyl)pyrrolidin-3-ol magnesium